N-((S)-1-(((S)-1,1-bis(4-methoxyphenyl)propan-2-yl)amino)-4-(methylthio)-1-oxobutan-2-yl)-3-hydroxy-4-methoxypicolinamide COC1=CC=C(C=C1)C([C@H](C)NC([C@H](CCSC)NC(C1=NC=CC(=C1O)OC)=O)=O)C1=CC=C(C=C1)OC